(S)-5-(benzyloxy)-6-methoxy-2-(6-methoxybenzo[d]oxazol-2-yl)-1,2,3,4-tetrahydroisoquinoline-3-carboxylic acid methyl ester COC(=O)[C@H]1N(CC2=CC=C(C(=C2C1)OCC1=CC=CC=C1)OC)C=1OC2=C(N1)C=CC(=C2)OC